acetamidoazidomannose samarium [Sm].C(C)(=O)N[C@](C(=O)N=[N+]=[N-])(O)[C@@H](O)[C@H](O)[C@H](O)CO